O1C(COCC1)COC1=NC(N2C(C3=CC=C(C=C3CC2)C2=CC=C(C=C2)N2CCOCC2)=C1)=O 2-([1,4]Dioxan-2-ylmethoxy)-9-(4-morpholin-4-yl-phenyl)-6,7-dihydro-pyrimido[6,1-a]isoquinolin-4-one